CC1=C(C(=O)NC2=C(C=C(C=C2)C=2CCNCC2)C(F)(F)F)C=CC(=C1)C=1CCNCC1 2-methyl-4-(1,2,3,6-tetrahydro-pyridin-4-yl)-N-[4-(1,2,3,6-tetrahydro-pyridin-4-yl)-2-trifluoromethyl-phenyl]-benzamide